6-amino-5-(2-(N-methylpropanoylamino)pyrimidin-4-yl)2-fluorobenzamide NC1=C(C=CC(=C1C(=O)N)F)C1=NC(=NC=C1)NC(C(C)C)=O